N-(2-(N-(2-cyanophenyl)amino-sulfonyl)-pyridin-4-yl)-2-oxo-2H-chromene-8-amide C(#N)C1=C(C=CC=C1)NS(=O)(=O)C1=NC=CC(=C1)NC(=O)C=1C=CC=C2C=CC(OC12)=O